(2Z,2'E)-2,2'-(1-(pyridin-4-yl)propane-1,2-diylidene)bis(N-ethylhydrazine-1-carbothioamide) N1=CC=C(C=C1)\C(\C(\C)=N\NC(NCC)=S)=N\NC(NCC)=S